FC1([C@H](C2=C(N(N=C2C(F)(F)F)[C@H]2CC(CCC2)C(F)(F)F)C1)O)F (4S)-5,5-difluoro-3-(trifluoromethyl)-1-[(1R)-3-(trifluoromethyl)cyclohexyl]-1H,4H,5H,6H-cyclopenta[c]pyrazol-4-ol